COC1=CC2=C(NC(=N2)NC=2C=C(C(=O)NO)C=CC2)C=C1OC 3-((5,6-dimethoxy-1H-benzo[d]imidazol-2-yl)amino)-N-hydroxybenzamide